4-((2r,5s)-4-((5-isopropoxypyridin-2-yl)oxy)-2,5-dimethylpiperidin-1-yl)-1-methyl-2-oxo-1,2-dihydropyrido[3,2-d]pyrimidine-6-carbonitrile C(C)(C)OC=1C=CC(=NC1)OC1C[C@H](N(C[C@@H]1C)C=1C2=C(N(C(N1)=O)C)C=CC(=N2)C#N)C